(R)-2-((2-methyl-6-(trifluoromethyl)pyridin-3-yl)sulfonyl)-6-((2-methyltetrahydrofuran-2-yl)methyl)-2,6-diazaspiro[3.3]heptane CC1=NC(=CC=C1S(=O)(=O)N1CC2(C1)CN(C2)C[C@@]2(OCCC2)C)C(F)(F)F